(-)-1,2-Bis(4-fluorophenyl)ethan-1-ol FC1=CC=C(C=C1)C(CC1=CC=C(C=C1)F)O